CC1=NN(C=C1NC1=NC=C(C(=N1)NCCCNC(C(C)C)=O)C(F)(F)F)C1CCN(CC1)C N-(3-((2-((3-methyl-1-(1-methylpiperidin-4-yl)-1H-pyrazol-4-yl)amino)-5-(trifluoromethyl)pyrimidin-4-yl)amino)propyl)isobutyramide